(R)-N-(1-(naphthalen-1-yl)ethyl)-4,6-bis(trifluoromethyl)-1H-benzo[d]imidazol C1(=CC=CC2=CC=CC=C12)[C@@H](C)N1C=NC2=C1C=C(C=C2C(F)(F)F)C(F)(F)F